(2S)-2-[9H-fluoren-9-yl-methoxycarbonyl-(methyl)amino]-5-(methyl-amino)-5-oxopentanoic acid C1=CC=CC=2C3=CC=CC=C3C(C12)COC(=O)N([C@H](C(=O)O)CCC(=O)NC)C